C1(CC1)C(C1=CC(=NC(=N1)N1[C@H](CC1)C)N1C[C@@H]2C([C@@H]2C1)CC(=O)O)(F)F 2-((1R,5S,6R)-3-(6-(cyclopropyl-difluoromethyl)-2-((S)-2-methylazetidin-1-yl)pyrimidin-4-yl)-3-azabicyclo[3.1.0]hexane-6-yl)acetic acid